CN1N=CC(=C1C)[C@@H]1N(CCCCC1)C1=NC(=NC(=C1)C)N |r| (±)-4-[2-(1,5-Dimethylpyrazol-4-yl)azepan-1-yl]-6-methyl-pyrimidin-2-amine